2-(3,4-dimethoxyphenyl)-3-ethyl-6-methyl-5-(piperidin-4-yl)-1H-indole COC=1C=C(C=CC1OC)C=1NC2=CC(=C(C=C2C1CC)C1CCNCC1)C